2-methylpropan-2-yl{[7-(5-cyclopropyl-1-methylpyrazol-4-yl)-8-fluoro-4-iodoisoquinolin-1-yl]{[(2-methylpropan-2-yl)oxy]carbonyl}amino}carboxylate CC(C)(C)OC(=O)N(C(=O)OC(C)(C)C)C1=NC=C(C2=CC=C(C(=C12)F)C=1C=NN(C1C1CC1)C)I